2-fluoro-6-methyl-aniline FC1=C(N)C(=CC=C1)C